piperazine-1-carboxylate (tert-butyl 4-(4-(4,4,5,5-tetramethyl-1,3,2-dioxaborolan-2-yl)benzyl)piperazine-1-carboxylate) C(C)(C)(C)C1N(CCN(C1)CC1=CC=C(C=C1)B1OC(C(O1)(C)C)(C)C)C(=O)O.N1(CCNCC1)C(=O)O